BrCC=1C=C2C(N(C=NC2=CC1)C1=NC(=CC=C1)C(F)(F)F)=O 6-(bromomethyl)-3-(6-(trifluoromethyl)pyridin-2-yl)quinazolin-4(3H)-one